ClC=1N=C(SC1Cl)OC1=CC(=C(C=C1C)N=CN(C)CC)C N'-[4-(4,5-dichlorothiazol-2-yl)oxy-2,5-dimethylphenyl]-N-ethyl-N-methyl-formamidine